C=1NN=CN1 2,3,5-triazole